1-{7-[(5-Hydroxypyridin-2-yl)methoxy]-1,2,3,4-tetrahydroisoquinolin-2-yl}ethan-1-one OC=1C=CC(=NC1)COC1=CC=C2CCN(CC2=C1)C(C)=O